3-(2-(2,6-dioxopiperidin-3-yl)-1-oxoisoindolin-4-yl)propyl 4-(4-((3-benzyl-9-methyl-4H,6H-thieno[2,3-e][1,2,4]triazolo[3,4-c][1,4]oxazepin-2-yl)ethynyl)-1H-pyrazol-1-yl)butanoate C(C1=CC=CC=C1)C1=C(SC=2N3C(COCC21)=NN=C3C)C#CC=3C=NN(C3)CCCC(=O)OCCCC3=C2CN(C(C2=CC=C3)=O)C3C(NC(CC3)=O)=O